5,6-dihydro-1,4,2-oxathiazine 4-oxide O1N=CS(CC1)=O